methacrylic acid methyl-methacrylate benzyl-methacrylate C(C1=CC=CC=C1)OC(C(=C)C)=O.COC(C(=C)C)=O.C(C(=C)C)(=O)O